CN1N=CC2=CN=C(N=C12)C(=O)O 1-methyl-1H-1,2,5,7-tetraazaindene-6-carboxylic acid